3-methylimidazolium dicyanamide salt [N-](C#N)C#N.C[N+]1=CNC=C1